2-(naphthalene-2-yl)pyridine C1=C(C=CC2=CC=CC=C12)C1=NC=CC=C1